1-octadecyl phosphate P(=O)(OCCCCCCCCCCCCCCCCCC)([O-])[O-]